CN1N=C(C=C1)C1=NN(C(=C1C)NC(=O)N[C@@H]1CN(C[C@H]1C1=CC=C(C=C1)F)CCOC)C1=CC=CC=C1 1-(1',4-dimethyl-1-phenyl-1h,1'h-[3,3'-bipyrazole]-5-yl)-3-((3s,4r)-4-(4-fluorophenyl)-1-(2-methoxyethyl)pyrrolidin-3-yl)urea